COC1CCN(CC1)C1=NC=CC=C1CN (2-(4-methoxypiperidin-1-yl)pyridin-3-yl)methanamine